5-Amino-3-(4-(2-((4-(dimethylphosphoryl)phenyl)amino)-2-oxoethyl)phenyl)-1-isopropyl-1H-pyrazole-4-carboxamide NC1=C(C(=NN1C(C)C)C1=CC=C(C=C1)CC(=O)NC1=CC=C(C=C1)P(=O)(C)C)C(=O)N